FC1=NC=C(C(=O)O)C=C1 6-fluoronicotinic acid